1-((5-(5-(difluoromethyl)-1,3,4-oxadiazole-2-yl)pyridine-2-yl)methyl)-5-(1H-indole-4-yl)-3-methyl-1,3-dihydro-2H-benzo[d]imidazole-2-one FC(C1=NN=C(O1)C=1C=CC(=NC1)CN1C(N(C2=C1C=CC(=C2)C2=C1C=CNC1=CC=C2)C)=O)F